N-[3-(1H-indazol-5-yl)-1H-pyrrolo[2,3-b]pyridin-6-yl]cyclopropanecarboxamide N1N=CC2=CC(=CC=C12)C1=CNC2=NC(=CC=C21)NC(=O)C2CC2